pyridine-diamine N1=C(C(=CC=C1)N)N